(E)-4-methyl-5-(3-(2-methylthiazol-4-yl)acryloyl)thieno[2,3-b]pyridin-6(7H)-one CC=1C2=C(NC(C1C(\C=C\C=1N=C(SC1)C)=O)=O)SC=C2